C(CCC)OC(\C=C\C1=C(C(=C(C=C1[N+](=O)[O-])F)C1=C(C=NN1C)I)C#N)=O (E)-3-(2-cyano-4-fluoro-3-(4-iodo-1-methyl-1H-pyrazol-5-yl)-6-nitrophenyl)acrylic acid butyl ester